diethyl 3-(1,3-dioxoisoindolin-2-yl)cyclopentane-1,1-dicarboxylate O=C1N(C(C2=CC=CC=C12)=O)C1CC(CC1)(C(=O)OCC)C(=O)OCC